CC1=C(C(=NC(=C1)C)N)C(=O)OC1=CC=C(C=C1)OC1=CC=CC=C1 (4-phenoxyphenyl) methyl-2-amino-6-methyl-pyridine-3-carboxylate